N-(5-(azetidine-3-carboxamido)-2-methylpyridin-3-yl)-2-(1-methyl-1H-pyrazol-4-yl)pyrazolo[5,1-b]thiazole-7-carboxamide N1CC(C1)C(=O)NC=1C=C(C(=NC1)C)NC(=O)C=1C=NN2C1SC(=C2)C=2C=NN(C2)C